3-chloro-2-cyclopropoxy-5,6-dimethylbenzoic acid ClC=1C(=C(C(=O)O)C(=C(C1)C)C)OC1CC1